2-(2-chlorophenyl)-N-{4-[1-(2-hydroxy-3,3-dimethylbutyl)-1H-pyrazol-4-yl]-3-sulfamoylphenyl}acetamide ClC1=C(C=CC=C1)CC(=O)NC1=CC(=C(C=C1)C=1C=NN(C1)CC(C(C)(C)C)O)S(N)(=O)=O